FC1=C2C=C(N(C2=CC=C1N1C=C(C=2C=C(C(=NC2C1=O)OC)OC([2H])([2H])[2H])C(=O)N1CCC(CC1)F)C)C 7-(4-fluoro-1,2-dimethyl-1H-indol-5-yl)-5-(4-fluoropiperidine-1-carbonyl)-2-methoxy-3-(methoxy-d3)-1,7-naphthyridin-8(7H)-one